2-chloro-5-nitro-N-tetrahydropyran-4-yl-pyrimidin-4-amine ClC1=NC=C(C(=N1)NC1CCOCC1)[N+](=O)[O-]